5-(3-(5-cyclopropyl-1-ethyl-1H-pyrazol-3-yl)-2-fluoro-6-hydroxyphenyl)-1,2,5-thiadiazolidin-3-one 1,1-dioxide C1(CC1)C1=CC(=NN1CC)C=1C(=C(C(=CC1)O)N1CC(NS1(=O)=O)=O)F